(3-methylpyridin-2-yl)carboxamide CC=1C(=NC=CC1)C(=O)N